CN1N=C(C(=C1C)C=1OC=2N=C(N=CC2N1)N1CCC2(CC1)[C@@H](C1=CC=CC=C1C2)N)C (S)-1'-(2-(1,3,5-trimethyl-1H-pyrazol-4-yl)oxazolo[5,4-d]pyrimidin-5-yl)-1,3-dihydrospiro[inden-2,4'-piperidin]-1-amine